9-chloro-1-methoxy-5,6,6a,7-tetrahydro-4H-dibenzo[de,g]quinoline hydrochloride Cl.ClC1=CC2=C(C3=C4C(CCNC4C2)=CC=C3OC)C=C1